4-ethyl-2,3,5,6-tetramethylphenol C(C)C1=C(C(=C(C(=C1C)C)O)C)C